FC=1C=C(C=CC1)C=1C(=NN(C1C(=O)O)C=1SC(=C(N1)N1CCN(CC1)CC(F)(F)F)SC(C)C)C 4-(3-fluorophenyl)-1-(5-(isopropylthio)-4-(4-(2,2,2-trifluoroethyl)piperazin-1-yl)thiazol-2-yl)-3-methyl-1H-pyrazole-5-carboxylic acid